[Cl-].[O+]1=PCCC1 oxaphospholenium chloride salt